C1(=CC=CC=C1)C1=NC(=NC(=N1)C1=CC=CC=C1)C=1C=C(C(=C(C1)C1=CC=C(C=C1)N1C2=CC=C(C=C2C=2C=C(C=CC12)C1=CC=CC=C1)C1=CC=CC=C1)C#N)C1=CC=C(C=C1)N1C2=CC=C(C=C2C=2C=C(C=CC12)C1=CC=CC=C1)C1=CC=CC=C1 5'-(4,6-diphenyl-1,3,5-triazin-2-yl)-4,4''-bis(3,6-diphenyl-9H-carbazol-9-yl)-[1,1':3',1''-terphenyl]-2'-carbonitrile